(R)-(5-bromo-2,3-dihydrobenzofuran-3-yl)benzylcarbamate BrC=1C=CC2=C([C@H](CO2)OC(NCC2=CC=CC=C2)=O)C1